C1=C(C=CC2=CC=CC=C12)N1CCN(CC1)C(C(C1=CC=CC=C1)N1C(CCC1=O)=O)=O (2-(4-(naphthalen-2-yl)piperazin-1-yl)-2-oxo-1-phenylethyl)pyrrolidine-2,5-dione